2-oxo-1-phenyl-4-((2-thiomorpholinopyridin-4-yl)amino)-7-(trifluoromethyl)-1,2-dihydro-1,8-Naphthyridine-3-carbonitrile O=C1N(C2=NC(=CC=C2C(=C1C#N)NC1=CC(=NC=C1)N1CCSCC1)C(F)(F)F)C1=CC=CC=C1